8-ethyl-7-fluoro-3-(methoxymethoxy)naphthalene C(C)C=1C(=CC=C2C=C(C=CC12)OCOC)F